hydroxyl-citric acid magnesium salt [Mg+2].OC(C(=O)[O-])C(O)(C(=O)[O-])CC(=O)[O-].OC(C(=O)[O-])C(O)(C(=O)[O-])CC(=O)[O-].[Mg+2].[Mg+2]